C(C1=CC=CC=C1)OC1=C(C=C(C=C1)O)C=1C=NC=C(C(=O)OCC)C1 ethyl 5-(2-(benzyloxy)-5-hydroxyphenyl)nicotinate